ClC1=CC=C(C=C1)C=1N=C2SC=CN2C1/C=N/O (E)-6-(4-chlorophenyl)imidazo[2,1-b]thiazole-5-carbaldehyde oxime